(R)-1-(2-methyl-5-nitro-3-(trifluoromethyl)phenyl)ethanamine CC1=C(C=C(C=C1C(F)(F)F)[N+](=O)[O-])[C@@H](C)N